6-chloro-1-(2,6-dichlorophenyl)-7-(2-fluoro-6-hydroxyphenyl)-4-((2S)-2-methyl-4-(2-propenoyl)-1-piperazinyl)pyrido[2,3-d]pyrimidin-2(1H)-one ClC1=CC2=C(N(C(N=C2N2[C@H](CN(CC2)C(C=C)=O)C)=O)C2=C(C=CC=C2Cl)Cl)N=C1C1=C(C=CC=C1O)F